NC1=C(C=C(C=N1)C=1C=C2N(N1)CC[C@]21CN(CC1)C(=O)N[C@H](C)C1=C(C=C(C=C1)C#N)Cl)C(F)(F)F |&1:14| (rac)-2'-[6-amino-5-(trifluoromethyl)pyridin-3-yl]-N-[(1R)-1-(2-chloro-4-cyanophenyl)ethyl]-5',6'-dihydrospiro[pyrrolidine-3,4'-pyrrolo[1,2-b]pyrazole]-1-carboxamide